BrC=1C=C2CN(CC2=CC1)C1=NC=CC(=N1)C1=NC=CC(=N1)\C=C\C1=CC=NC=C1 (E)-5-Bromo-2-(4-(2-(pyridin-4-yl)vinyl)[2,4'-bipyrimidin]-2'-yl)isoindoline